4,4,5,5-tetramethyl-2-[(tetramethyl-1,3,2-dioxaborolan-2-yl)methyl]-1,3,2-dioxaborolane CC1(OB(OC1(C)C)CB1OC(C(O1)(C)C)(C)C)C